Benzyl (2R,3S)-2-methyl-3-morpholin-4-ylazetidine-1-carboxylate C[C@H]1N(C[C@@H]1N1CCOCC1)C(=O)OCC1=CC=CC=C1